FC1=C2C(N(C(=NC2=CC(=C1)F)N1CCCC1)NC(=O)[C@H]1[C@H](C1)C1=CC=C(C=C1)Cl)=O cis-2-(4-Chloro-phenyl)-cyclopropanecarboxylic acid (5,7-difluoro-4-oxo-2-pyrrolidin-1-yl-4H-quinazolin-3-yl)-amide